C(C1=CC=CC=C1)C1=C(C(=C(N=N1)N1CCN(CC1)C1=NC=C(N=C1)C(C)(C)O)C)C 2-[4-(6-benzyl-4,5-dimethyl-pyridazin-3-yl)-3,4,5,6-tetrahydro-2H-[1,2']bipyrazinyl-5'-yl]-propan-2-ol